(R)-tert-butyl(1-oxo-1-(4-(3-(trifluoromethoxy)phenyl)piperazin-1-yl)butan-2-yl)carbamate C(C)(C)(C)OC(N[C@@H](C(N1CCN(CC1)C1=CC(=CC=C1)OC(F)(F)F)=O)CC)=O